FC=1C(=C(C=CC1F)[C@H]1[C@@H](O[C@](C1)(C(F)(F)F)C)C(=O)NC=1C=NC(=CC1)[C@H]1OC(OC1)(C)C)OC |o1:8,9,11,27| rel-(2R,3S,5R)-3-(3,4-difluoro-2-methoxyphenyl)-N-(6-((R*)-2,2-dimethyl-1,3-dioxolan-4-yl)pyridin-3-yl)-5-methyl-5-(trifluoromethyl)tetrahydrofuran-2-carboxamide